ClC=1C(=NC2=CC=C(C=C2C1)C=1C=C(C=NC1)CN)N1CCNCC1 [5-(3-chloro-2-piperazin-1-yl-6-quinolyl)-3-pyridyl]methanamine